2-ethylthio-3-acetyl-4-(4-methylphenyl)aminoquinoline C(C)SC1=NC2=CC=CC=C2C(=C1C(C)=O)NC1=CC=C(C=C1)C